dimethyl-anilinium tetrakis(heptafluoronaphthyl)borate FC=1C(=C(C(=C2C(=C(C(=C(C12)[B-](C1=C(C(=C(C2=C(C(=C(C(=C12)F)F)F)F)F)F)F)(C1=C(C(=C(C2=C(C(=C(C(=C12)F)F)F)F)F)F)F)C1=C(C(=C(C2=C(C(=C(C(=C12)F)F)F)F)F)F)F)F)F)F)F)F)F.C[NH+](C1=CC=CC=C1)C